4,4'-(1-methyl-ethylene)bis(2-methylphenol) CC(CC1=CC(=C(C=C1)O)C)C1=CC(=C(C=C1)O)C